HydroxyMETHYL-PHENYL-propanone OCC(C(C)=O)C1=CC=CC=C1